dimethylmethoxysilyloctyl-bis(diethylamino)methylethyl sulfide C[Si](OC)(C)CCCCCCCCC(C)(C(N(CC)CC)N(CC)CC)SC(C)(CCCCCCCC[Si](C)(C)OC)C(N(CC)CC)N(CC)CC